Methyl 2-(2-(4-cyanophenyl)butanamido)-5-carbamoyl-4-methylthiophene-3-carboxylate 2-tert-butyl-4-methyl-5-(2-(4-cyanophenyl)butanamido)-3-methylthiophene-2,4-dicarboxylate C(C)(C)(C)C1(SC(C(C1C)(C(=O)O)C)NC(C(CC)C1=CC=C(C=C1)C#N)=O)C(=O)O.C(#N)C1=CC=C(C=C1)C(C(=O)NC=1SC(=C(C1C(=O)OC)C)C(N)=O)CC